3-(4-(((6-((adamantan-1-yl)(methyl)amino)hexyl)(methyl)amino)methyl)-3-methyl-2-oxo-2,3-dihydro-1H-benzo[d]imidazol-1-yl)piperidine-2,6-dione C12(CC3CC(CC(C1)C3)C2)N(CCCCCCN(C)CC2=CC=CC=3N(C(N(C32)C)=O)C3C(NC(CC3)=O)=O)C